C1(CCCCC1)C1=C(C=C(OCC2=CC(=C(CN3CC(C3)C(=O)O)C=C2)C)C=C1)C(F)(F)F 1-(4-((4-cyclohexyl-3-(trifluoromethyl)phenoxy)methyl)-2-methylbenzyl)azetidin-3-carboxylic acid